C(C)N=P(N1CCCC1)(N1CCCC1)N1CCCC1 ethylimino-tris(pyrrolidinyl)phosphorane